(2R)-2-[[(2R)-2-(tert-butoxycarbonylamino)-3-phenyl-propionyl]amino]-6-fluoro-hexanoic acid C(C)(C)(C)OC(=O)N[C@@H](C(=O)N[C@@H](C(=O)O)CCCCF)CC1=CC=CC=C1